C(=O)C1N(CCC1)C1=CC=CC(=N1)C1=NC2=CC(=NC=C2C=C1)CNC(C1=CC(=C(C=C1)C)S(=O)(=O)C)=O N-((2-(6-(2-formylpyrrolidin-1-yl)pyridin-2-yl)-1,6-naphthyridin-7-yl)methyl)-4-methyl-3-(methylsulfonyl)benzamide